7-[1-(2,2-difluoroethyl)-1H-pyrazolo[3,4-b]pyrazin-6-yl]-2-[2-methyl-6-(trifluoromethyl)pyrimidin-4-yl]-2,7-diazaspiro[4.4]nonan-3-one FC(CN1N=CC=2C1=NC(=CN2)N2CC1(CC(N(C1)C1=NC(=NC(=C1)C(F)(F)F)C)=O)CC2)F